ClC=1C=C(C=C(C1)NS(=O)(=O)C)C=1N(C(=CC1C(=O)N)C1=NC=CC=C1C)CC(F)F (3-chloro-5-(methylsulfonylamino)phenyl)-1-(2,2-difluoroethyl)-5-(3-methylpyridin-2-yl)-1H-pyrrole-3-carboxamide